17-Cyclopropylmethyl-3,14β-dihydroxy-4,5α-epoxy-6α-[(2'-furanyl)acetamido]morphinan hydrochloride Cl.C1(CC1)CN1[C@H]2[C@@]3(CC[C@@H]([C@H]4[C@@]3(C=3C(=C(C=CC3C2)O)O4)CC1)NC(CC=1OC=CC1)=O)O